4-(6-(3-phenyl-1H-pyrazol-1-yl)-2-(2-(tetrahydro-2H-pyran-4-yl)ethoxy)pyrimidin-4-yl)morpholine C1(=CC=CC=C1)C1=NN(C=C1)C1=CC(=NC(=N1)OCCC1CCOCC1)N1CCOCC1